tert-butyl-(1-iodopropan-2-yl) carbamate C(N)(OC(CI)CC(C)(C)C)=O